FCC=1C(=NC=CC1)C(=O)N 3-fluoromethylpicolinamide